FC=1C=C2C=C(NC2=CC1C1=NC=C(C=C1)C(F)(F)F)CNC(C)=O N-({5-fluoro-6-[5-(trifluoromethyl)-2-pyridyl]-2-indolyl}methyl)acetamide